(1R,4R)-1-methyl-4-prop-1-en-2-ylcyclohex-2-en-1-ol C[C@@]1(C=C[C@@H](CC1)C(=C)C)O